FC(OC=1C=C(C=NC1[C@H]1N([C@@H](CC2=C3C(=CC=C12)NN=C3)C)CC(F)(F)F)N[C@@H]3CN(CC3)CCCF)F 5-(Difluoromethoxy)-N-((S)-1-(3-fluoropropyl)pyrrolidin-3-yl)-6-((6S,8R)-8-methyl-7-(2,2,2-Trifluoroethyl)-6,7,8,9-tetrahydro-3H-pyrazolo[4,3-f]isoquinolin-6-yl)pyridin-3-amine